C(C)OP(=O)(OCC)N[C@@H](CC1=CC=C(C=C1)O)C(=O)O diethoxyphosphoryl-L-tyrosine